BrC1=C(C(=C(C=O)C=C1)Cl)OCC 4-Bromo-2-Chloro-3-Ethoxybenzaldehyde